tert-butyl (S)-2-(((4-amino-6-chloropyrimidin-5-yl)oxy)methyl)pyrrolidine-1-carboxylate NC1=NC=NC(=C1OC[C@H]1N(CCC1)C(=O)OC(C)(C)C)Cl